1,1-Bis(4-hydroxyphenyl)-2-methylpropane OC1=CC=C(C=C1)C(C(C)C)C1=CC=C(C=C1)O